ClC=1C=C(C[C@H](N)C(=O)O)C=CC1 M-chlorophenylalanine